Strontium-Oxid [O-2].[Sr+2]